propane-1-sulfonamide hemisulfate salt S(=O)(=O)(O)O.C(CC)S(=O)(=O)N.C(CC)S(=O)(=O)N